O=C1CN(C1)C1=CC=C(C=C1)NC(OC(C)(C)C)=O tert-butyl (4-(3-oxoazetidin-1-yl)phenyl)carbamate